CNC(=O)NC=1C=NN2C1N=C(C=C2NC)C2=CN(C1=NC=CC=C12)C 1-methyl-3-(5-(1-methyl-1H-pyrrolo[2,3-b]pyridin-3-yl)-7-(methylamino)pyrazolo[1,5-a]pyrimidin-3-yl)urea